tris(dibenzylideneacetone) palladium(0) [Pd].C(C1=CC=CC=C1)=CC(=O)C=CC1=CC=CC=C1.C(C1=CC=CC=C1)=CC(=O)C=CC1=CC=CC=C1.C(C1=CC=CC=C1)=CC(=O)C=CC1=CC=CC=C1